N-[3-[(2,3-dihydroxypropyl)(3-decyloxypropyl)amino]propyl]lauramide Tert-butyl-(S)-(5-amino-1-((3-bromo-2-fluorophenyl)amino)-5-oxopentan-2-yl)carbamate C(C)(C)(C)N(C(O)=O)[C@H](CNC1=C(C(=CC=C1)Br)F)CCC(=O)N.OC(CN(CCCNC(CCCCCCCCCCC)=O)CCCOCCCCCCCCCC)CO